[Si](C1=CC=CC=C1)(C1=CC=CC=C1)(C(C)(C)C)OCC[C@H]1[C@@H](CCCC1)OC1=C(C=CC(=C1)C)S(=O)(=O)N1[C@@H](CCC1)C(=O)OC(C)(C)C |o1:20,21| tert-Butyl ((2-(((1R*,2S*)-2-(2-((tert-butyldiphenylsilyl)oxy)ethyl)cyclohexyl)oxy)-4-methylphenyl)sulfonyl)-L-prolinate